6-bromo-isoindolin-1-one BrC1=CC=C2CNC(C2=C1)=O